5-tert-butyl-7-ferrocenyl-6-methoxy-2-methyl-1H-indene C(C)(C)(C)C=1C=C2C=C(CC2=C(C1OC)[C-]1C=CC=C1)C.[CH-]1C=CC=C1.[Fe+2]